ClC1=C(C(=C(C=C1)NC(C(C)(C)C)=O)CC(CC)O)OC N-(4-chloro-2-(2-hydroxybutyl)-3-methoxyphenyl)pivalamide